7-(4-(2-((5-((5-fluoro-2-oxoindol-3-ylidene)methyl)-4-methyl-1H-pyrrol-3-yl)amino)-2-oxoethyl)piperazin-1-yl)-7-oxoheptanamide FC=1C=C2C(C(NC2=CC1)=O)=CC1=C(C(=CN1)NC(CN1CCN(CC1)C(CCCCCC(=O)N)=O)=O)C